C1(CC1)N(C1=C(C(=NC=N1)NCC1C(CN(CC1)C(=O)OCC1=CC=CC=C1)(C)O)F)CC1=CC=C(C=C1)C(F)(F)F Benzyl 4-(((6-(cyclopropyl (4-(trifluoromethyl) benzyl) amino)-5-fluoropyrimidin-4-yl) amino) methyl)-3-hydroxy-3-methylpiperidine-1-carboxylate